(R)-N-((R)-1-(3,6-dimethyl-4-oxo-3,4-dihydroquinazolin-8-yl)ethyl)-2-methylpropane-2-sulfinamide CN1C=NC2=C(C=C(C=C2C1=O)C)[C@@H](C)N[S@](=O)C(C)(C)C